(1S,2S)-N-(7-chloro-6-(1-(4-hydroxy-3-methyltetrahydrofuran-3-yl)piperidin-4-yl)isoquinolin-3-yl)-2-(2-methyl-2H-1,2,3-triazol-4-yl)cyclopropane-1-carboxamide ClC1=C(C=C2C=C(N=CC2=C1)NC(=O)[C@@H]1[C@H](C1)C1=NN(N=C1)C)C1CCN(CC1)C1(COCC1O)C